BrC=1N=C(N(C1)C)C 4-bromo-1,2-dimethylimidazole